3-(4-(3-(2-(4-((3-benzyl-9-methyl-4H,6H-thieno[2,3-e][1,2,4]triazolo[3,4-c][1,4]oxazepin-2-yl)ethynyl)-1H-pyrazol-1-yl)ethoxy)propyl)-1-oxoisoindolin-2-yl)piperidine-2,6-dione C(C1=CC=CC=C1)C1=C(SC=2N3C(COCC21)=NN=C3C)C#CC=3C=NN(C3)CCOCCCC3=C2CN(C(C2=CC=C3)=O)C3C(NC(CC3)=O)=O